3-METHOXYPHENYLGLYOXAL COC=1C=C(C=CC1)C(=O)C=O